N-(4-bromophenyl)-N,9,9-triphenyl-9H-fluoren-2-amine BrC1=CC=C(C=C1)N(C1=CC=2C(C3=CC=CC=C3C2C=C1)(C1=CC=CC=C1)C1=CC=CC=C1)C1=CC=CC=C1